C[C@]1(CCCN1)C(=O)O L-alpha-methylproline